N-methyl-2-((trans-3-(phenylamino)cyclobutyl)amino)-isonicotinamide CNC(C1=CC(=NC=C1)N[C@@H]1C[C@H](C1)NC1=CC=CC=C1)=O